3-(3-(2-hydroxyethyl)oxetan-3-yl)-4-methylbenzoic acid OCCC1(COC1)C=1C=C(C(=O)O)C=CC1C